P(OC(C)(C)C)(OC(C)(C)C)OC1=CC=CC=C1 Di-tertiary butyl phenyl phosphite